ClC=1C=CC(=C(C1)S(=O)(=O)NC1=CC=2C(NC3(COC2N=C1)CC3)=O)OC 5-chloro-2-methoxy-N-(5'-oxo-4',5'-dihydrospiro[cyclopropane-1,3'-pyrido[3,2-f][1,4]oxazepin]-7'-yl)benzenesulfonamide